O=C1NC(CCC1N1C(N(C2=C1C=CC=C2CCCCC=O)C)=O)=O 5-[1-(2,6-dioxo-3-piperidyl)-3-methyl-2-oxo-benzimidazol-4-yl]Valeraldehyde